FC=1C=C(C=CC1F)C[C@@H](C(N1[C@@H](CCC1)C(=O)N1C[C@H](OCC1)C1=CC=CC=C1)=O)NC(=O)C1=CC2=C(S1)C=CC(=C2)C(F)(F)P(O)(O)=O ((2-(((S)-3-(3,4-difluorophenyl)-1-oxo-1-((S)-2-((R)-2-phenylmorpholine-4-carbonyl)pyrrolidin-1-yl)propan-2-yl)carbamoyl)benzo[b]thiophen-5-yl)difluoromethyl)phosphonic acid